tert-Butyl 4-(2-fluoro-4-methoxyphenyl)-3,6-dihydropyridine-1(2H)-carboxylate FC1=C(C=CC(=C1)OC)C=1CCN(CC1)C(=O)OC(C)(C)C